C1(CC1)N1C=C(C(C2=CC(=C(C=C12)O)F)=O)CN(CC1=CC(=NC=C1)C)[C@@H]1CN(CCC1)C=1C=NC(=CC1)C 1-cyclopropyl-6-fluoro-7-hydroxy-3-({[(3S)-1-(6-methyl-pyridin-3-yl)piperidin-3-yl][(2-methylpyridin-4-yl)methyl]amino}methyl)-1,4-dihydroquinolin-4-one